1-(4-chlorophenyl)-3-((6-methoxy-1-methyl-1H-benzimidazol-7-yl)methyl)urea ClC1=CC=C(C=C1)NC(=O)NCC1=C(C=CC2=C1N(C=N2)C)OC